C(C)(C)(C)OC(=O)N1CC(C(CC1)(O)CN1C(C=C(C(=C1)Br)C1=C(C=CC=C1)F)=O)(C)C 4-((5-bromo-4-(2-fluorophenyl)-2-oxopyridin-1(2H)-yl)methyl)-4-hydroxy-3,3-dimethylpiperidine-1-carboxylic acid tert-butyl ester